C1(CCCC1)CC1NC(N(C1=O)C1CC2(CC(C2)OC2=NC=CC=C2C(=O)N)C1)=O 2-{[(αR)-6-[4-(cyclopentylmethyl)-2,5-dioxoimidazolidin-1-yl]spiro[3.3]heptan-2-yl]oxy}pyridine-3-carboxamide